sodium 2-(tetrahydro-4H-pyran-4-ylidene)-1-tosylhydrazin-1-ide O1CCC(CC1)=N[N-]S(=O)(=O)C1=CC=C(C)C=C1.[Na+]